ON(CC1=CC=CC=C1)C(C1=CC=C(C=C1)N(C)C)P(C1=CC=CC=C1)C1=CC=CC=C1 (((hydroxy)benzylamino)(4-(dimethylamino)phenyl)methyl)diphenylphosphine